5-(2-(4-(3-hydroxy-4-(3-(thien-2-ylethynyl)phenyl)butyl)-2-oxo-1,3,4-thiadiazin-3-yl)ethyl)thiophene-2-carboxylic acid OC(CCN1N(C(SC=C1)=O)CCC1=CC=C(S1)C(=O)O)CC1=CC(=CC=C1)C#CC=1SC=CC1